Mesoxalate C(C(=O)C(=O)[O-])(=O)[O-]